2-[3-(4-ethylpyrazol-1-yl)-1-[2-[[1-[2-[4-[methyl(oxetan-3-yl)amino]-1-piperidyl]-2-oxo-ethyl]pyrazol-4-yl]amino]-[1,2,4]triazolo[1,5-a]pyridin-8-yl]azetidin-3-yl]acetonitrile C(C)C=1C=NN(C1)C1(CN(C1)C=1C=2N(C=CC1)N=C(N2)NC=2C=NN(C2)CC(=O)N2CCC(CC2)N(C2COC2)C)CC#N